ClC1=C2C(=CC=3C(OC(=NC31)C=3N(N=C(C3)OCC(C(F)(F)F)(F)F)C3=NC=CC=C3Cl)=O)C=CC=C2 10-Chloro-2-[2-(3-chloro-2-pyridyl)-5-(2,2,3,3,3-pentafluoro-propoxy)pyrazol-3-yl]benzo[g][3,1]benzoxazin-4-one